COC1=C(C(=CC(=C1)\C=C\C1=CC=CC=C1)OC)C(C)C 1,3-dimethoxy-5-[(E)-2-phenylethenyl]-2-(propan-2-yl)benzene